C(C)N1CCN(CC1)CC1=CC=C(C(=N1)C)N1N=CC(=C1)C1=NC(=NC=C1C(F)(F)F)NC1CCN(CC1)S(=O)(=O)C=1N=CN(C1)C 4-(1-(6-((4-Ethylpiperazin-1-yl)methyl)-2-methylpyridin-3-yl)-1H-pyrazol-4-yl)-N-(1-((1-methyl-1H-imidazol-4-yl)sulfonyl)piperidin-4-yl)-5-(trifluoromethyl)pyrimidin-2-amine